C1=C(C=C(C(=C1[N+](=O)[O-])S(=O)(=O)O)[N+](=O)[O-])[N+](=O)[O-] The molecule is the arenesulfonic acid that is benzenesulfonic acid with three nitro substituents in the 2-, 4- and 6-positions. It has a role as an epitope, an explosive and a reagent. It is a C-nitro compound and an arenesulfonic acid.